2-(6-ethyl-4-(methoxymethoxy)benzofuran-5-yl)-4,4,5,5-tetramethyl-1,3,2-dioxaborolane C(C)C1=CC2=C(C=CO2)C(=C1B1OC(C(O1)(C)C)(C)C)OCOC